NC(=C(C1=C(C(=CC=C1)S(=O)(=O)[O-])S(=O)(=O)[O-])N)C1=CC=CC=C1 di-aminostilbenedisulfonate